C(#N)C1=C(N=C2N(C1=O)C=C(C=C2[C@@H](C)NC2=C(C(=O)O)C=CC=C2)C)NCC2CC(C2)(F)F (R)-2-((1-(3-cyano-2-(((3,3-difluorocyclobutyl)methyl)amino)-7-methyl-4-oxo-4H-pyrido[1,2-a]pyrimidin-9-yl)ethyl)amino)benzoic acid